6-(7-(((3R)-3-hydroxy-3-methyl-1-piperidinyl)carbonyl)-2-quinoxalinyl)-2-methyl-1(2H)-isoquinolinone O[C@]1(CN(CCC1)C(=O)C1=CC=C2N=CC(=NC2=C1)C=1C=C2C=CN(C(C2=CC1)=O)C)C